N-(3-fluoro-5-(1-(4-fluorophenyl)-1H-pyrazol-4-yl)benzyl)-8-(3-fluoro-bicyclo[1.1.1]pentane-1-yl)-7H-purine-6-carboxamide FC=1C=C(CNC(=O)C2=C3NC(=NC3=NC=N2)C23CC(C2)(C3)F)C=C(C1)C=1C=NN(C1)C1=CC=C(C=C1)F